ClC=1N=CC2=C(N1)N(C(=C2)CO)C2=CC=CC(=N2)N=S(=O)(C)C ((6-(2-chloro-6-hydroxymethyl-7H-pyrrolo[2,3-d]pyrimidin-7-yl)pyridin-2-yl)imino)dimethyl-λ6-sulfanone